Glutathione disulphide O=C(N[C@H](C(NCC(O)=O)=O)CSSC[C@H](NC(CC[C@H](N)C(O)=O)=O)C(NCC(O)=O)=O)CC[C@H](N)C(O)=O